FC1=NC=CC=C1OC1=CC(=NC=C1)C(=O)N[C@@H]1C(N(C2=C(OC1)C=CC(=C2)C#CC(C)(C)O)C)=O (S)-4-((2-fluoropyridin-3-yl)oxy)-N-(7-(3-hydroxy-3-methylbut-1-yn-1-yl)-5-methyl-4-oxo-2,3,4,5-tetrahydrobenzo[b][1,4]oxazepin-3-yl)picolinamide